3-(4-(2-(((allyloxy)carbonyl)amino)ethoxy)phenyl)propanoic acid C(C=C)OC(=O)NCCOC1=CC=C(C=C1)CCC(=O)O